Titanium silver phosphate P(=O)([O-])([O-])[O-].[Ag+].[Ti+4]